C(C)OC(=O)N1CC2(C1)CC(CC2)N2CCN(CC2)C2=NC=CC=C2O.CC(C)(C)S(=O)N[C@@H](C)C=2C=NC(=CC2)N2N=CC(=C2)C 2-methyl-N-((S)-1-(6-(4-methyl-1H-pyrazol-1-yl)pyridin-3-yl)ethyl)propane-2-sulfinamide Ethyl-6-[4-(3-hydroxy-2-pyridyl)piperazin-1-yl]-2-azaspiro[3.4]octane-2-carboxylate